CN(CCNC)C N1,N1,N2-trimethylethane-1,2-diamine